FC(OC1CC(C1)C(=O)O)(F)F (1s,3s)-3-(Trifluoromethoxy)cyclobutane-1-carboxylic acid